(R)-N-(5-chloro-6-(2H-1,2,3-triazol-2-yl)pyridin-3-yl)-2,3-difluoro-8,8-dimethyl-7,8-dihydro-6H-cyclopenta[e]pyrazolo[1,5-a]pyrimidine-6-carboxamide ClC=1C=C(C=NC1N1N=CC=N1)NC(=O)[C@@H]1CC(C2=C1C=NC=1N2N=C(C1F)F)(C)C